benzyl (3s,4r)-3-amino-4-hydroxypiperidine-1-carboxylate hydrochloride Cl.N[C@H]1CN(CC[C@H]1O)C(=O)OCC1=CC=CC=C1